C(C)C1=C(C=CC(=N1)N)C=1C=CC(=C2C=CC=NC12)C(F)(F)F 6-Ethyl-5-(5-(trifluoromethyl)quinolin-8-yl)pyridin-2-amine